2-(2-chloro-6-(2-fluoropyridin-4-yl)phenyl)-acetic acid methyl ester COC(CC1=C(C=CC=C1C1=CC(=NC=C1)F)Cl)=O